O=C1NC(CCC1N1C(N(C2=C1C=CC(=C2)CN2CCN(CC2)[C@H]2CN(CC2)CC2CCC(CC2)NC(OC(C)(C)C)=O)C)=O)=O tert-butyl N-[4-[[(3R)-3-[4-[[1-(2,6-dioxo-3-piperidyl)-3-methyl-2-oxo-benzimidazol-5-yl]methyl]piperazin-1-yl]pyrrolidin-1-yl]methyl]cyclohexyl]carbamate